3-(4-(5-(difluoromethyl)-1,3,4-oxadiazole-2-yl)-2-fluorobenzyl)-1-(piperidine-4-yl)-1,3-dihydro-2H-imidazo[4,5-b]pyridine-2-one FC(C1=NN=C(O1)C1=CC(=C(CN2C(N(C=3C2=NC=CC3)C3CCNCC3)=O)C=C1)F)F